FC(C=1C=NC(=NC1)N1CCN(CC1)S(=O)(=O)CCCNC(OC(C)(C)C)=O)(F)F tert-butyl (3-((4-(5-(trifluoromethyl)pyrimidin-2-yl)piperazin-1-yl)sulfonyl)propyl)carbamate